N-[4-cyclopentyl-2-{(3S)-4-methyl-3-[(methylamino)methyl]piperazin-1-yl}-3-(trifluoromethyl)phenyl]-1-(pyridazin-4-yl)-1H-pyrazole-3-carboxamide monobutyrate C(CCC)(=O)O.C1(CCCC1)C1=C(C(=C(C=C1)NC(=O)C1=NN(C=C1)C1=CN=NC=C1)N1C[C@@H](N(CC1)C)CNC)C(F)(F)F